2-(1-(4-((tert-butyldimethylsilyl)oxy)butyl)-piperidin-4-yl)propane-1,3-diol [Si](C)(C)(C(C)(C)C)OCCCCN1CCC(CC1)C(CO)CO